5-chloro-2-(1H-tetrazol-1-yl)benzoic acid ClC=1C=CC(=C(C(=O)O)C1)N1N=NN=C1